N1(N=CC=C1)C=1C=NC2=CC=C(C=C2N1)C(=O)C=1C=C(C=CC1)NC(=O)NC1=CC(=CC=C1)F 1-(3-(3-(1H-pyrazol-1-yl)quinoxaline-6-carbonyl)phenyl)-3-(3-fluorophenyl)urea